N-(3-(5-chloro-2-methoxyphenyl)-1-(2-(4-methylpiperazin-1-yl)-2-oxoethyl)-1H-pyrazol-4-yl)pyrazolo[1,5-a]pyrimidine-3-carboxamide ClC=1C=CC(=C(C1)C1=NN(C=C1NC(=O)C=1C=NN2C1N=CC=C2)CC(=O)N2CCN(CC2)C)OC